diaminophosphaphenanthrene NC=1C(=PC=2C=CC3=CC=CC=C3C2C1)N